2-((5-((2-oxa-6-azaspiro[3.3]heptan-6-yl)methyl)-3-((4-chloro-1-methyl-1H-pyrazol-5-yl)methyl)-1-oxoisoindolin-2-yl)methyl)-5-oxa-7-azaspiro[3.4]octan-6-one C1OCC12CN(C2)CC=2C=C1C(N(C(C1=CC2)=O)CC2CC1(C2)OC(NC1)=O)CC1=C(C=NN1C)Cl